tert-butyl N-[1-[6-[[4-(3-isopropylpyrazolo[1,5-a]pyridin-5-yl)pyrimidin-2-yl]amino]-3-pyridyl]-5-oxo-pyrrolidin-3-yl]carbamate C(C)(C)C=1C=NN2C1C=C(C=C2)C2=NC(=NC=C2)NC2=CC=C(C=N2)N2CC(CC2=O)NC(OC(C)(C)C)=O